OCC(=O)O oxyl-acetic acid